Cl.NC12CC(C1)(C2)CC(=O)N (3-aminobicyclo[1.1.1]pentan-1-yl)acetamide hydrochloride